FC=1C=CC(=C(C1)C1(CCCC1)C(=O)O)CN(C)C1(CCN(CC1)C(=O)OC(C(F)(F)F)C(F)(F)F)C 1-(5-Fluoro-2-{[(1-{[(1,1,1,3,3,3-hexafluoropropan-2-yl)oxy]carbonyl}-4-methylpiperidin-4-yl)(methyl)amino]methyl}phenyl)cyclopentane-1-carboxylic acid